N-(3-((2-((3S,4R)-3-fluoro-4-methoxypiperidin-1-yl)pyrimidin-4-yl)amino)-5-isopropyl-8-(3-(6-methyl-1,1-dioxidotetrahydro-2H-thiopyran-2-yl)azetidin-1-yl)isoquinolin-6-yl)acrylamide F[C@H]1CN(CC[C@H]1OC)C1=NC=CC(=N1)NC=1N=CC2=C(C=C(C(=C2C1)C(C)C)NC(C=C)=O)N1CC(C1)C1S(C(CCC1)C)(=O)=O